C(N)(=O)C1=CC(=C(C(=C1)F)COC1=NC=2CN(CCC2C=C1Cl)CC1=NC2=C(N1C[C@H]1OCC1)C(=C(C=C2)C(=O)O)F)F 2-({2-[(4-carbamoyl-2,6-difluorophenyl)methoxy]-3-chloro-5,6,7,8-tetrahydro-1,7-naphthyridin-7-yl}methyl)-7-fluoro-1-{[(2S)-oxetan-2-yl]methyl}-1H-1,3-benzodiazole-6-carboxylic acid